ClC1=CC=CC(=N1)C1CCN(CC1)COC(=O)C=1C=CC2=C(N(C=N2)CC2OCC2)C1 ((4-(6-chloropyridin-2-yl) piperidin-1-yl) methyl)-1-((oxetan-2-yl) methyl)-1H-benzo[d]imidazole-6-carboxylate